7-[2-(3-chloro-2-pyridyl)-5-(2,2,2-trifluoroethoxy)pyrazol-3-yl]-5-methyl-1H-pyrazolo[3,4-f][3,1]benzoxazin-9-one ClC=1C(=NC=CC1)N1N=C(C=C1C1=NC2=C(C(O1)=O)C1=C(C=C2C)C=NN1)OCC(F)(F)F